tert-Butyl ((3S,4R)-4-hydroxypiperidin-3-yl)carbamate O[C@H]1[C@H](CNCC1)NC(OC(C)(C)C)=O